FC1=CC=C(C=C1)C1CNC1 3-(4-fluorophenyl)azetidin